C1(=CC=CC=C1)[C@@H](C)N (R)-1-phenylethyl-amine